N-(5-(3-bromobenzyl)-4-methylthiazol-2-yl)-2-hydroxyacetamide BrC=1C=C(CC2=C(N=C(S2)NC(CO)=O)C)C=CC1